COC=1C=C(C=CC1C=1C=NNC1)N1C(C2(CC1)CCN(CC2)C(C2=CC=C(C=C2)N2CCNCC2)=O)=O 2-(3-methoxy-4-(1H-pyrazol-4-yl)phenyl)-8-(4-(piperazin-1-yl)benzoyl)-2,8-diazaspiro[4.5]decan-1-one